C(C)C(CO)(CO)C 2-ethyl-2-methyl-1,3-propylene glycol